2-((6-(4-carbamimidoyl-2,6-dimethylbenzylamino)pyrimidin-4-yloxy)methyl)-6-cyclopropylimidazo[1,2-a]pyridin-8-ylacetate C(N)(=N)C1=CC(=C(CNC2=CC(=NC=N2)OCC=2N=C3N(C=C(C=C3CC(=O)[O-])C3CC3)C2)C(=C1)C)C